3-bromo-2,6-piperidinedione BrC1C(NC(CC1)=O)=O